C(C)(C)(C)OC([C@@H](NC([C@@H](NC(CNC(=O)OC(C)(C)C)=O)CC1=CC=CC=C1)=O)CCCCN1C(C=CC1=O)=O)=O N-(tert-butoxycarbonyl)glycyl-L-phenylalanyl-6-(2,5-dioxo-2,5-dihydro-1H-pyrrol-1-yl)-L-norleucine tert-butyl ester